CS(=O)(=O)NC1=C(C(=O)O)C=C(C=C1)OC(F)(F)F 2-(methylsulfonamido)-5-(trifluoromethoxy)benzoic Acid